C1(=CCCCC1)OB(O)O cyclohexen-1-ylboric acid